COC(C1CCN(CC1)C1=CC=C(C=C1)[C@H]1[C@H](OCC2=CC(=CC=C12)O)C1=CC=CC=C1)OC (3S,4R)-4-(4-(4-(dimethoxymethyl)piperidin-1-yl)phenyl)-3-phenylisochroman-7-ol